ClC1=C(COC=2C=C3CCC(C3=CC2)N2C[C@@H](CC2)C(=O)OC)C(=CC=C1)Cl methyl (3R)-1-(5-((2,6-dichlorobenzyl)oxy)-2,3-dihydro-1H-inden-1-yl)-pyrrolidine-3-carboxylate